1,3-diamino-1-methyl-4-isopropylcyclohexane NC1(CC(C(CC1)C(C)C)N)C